(R)-2-(1-cyclopropyl-2-hydroxy-2-methylpropyl)-7-(4-(5-methyl-1,2,4-oxadiazol-3-yl)phenyl)isoindolin-1-one C1(CC1)[C@H](C(C)(C)O)N1C(C2=C(C=CC=C2C1)C1=CC=C(C=C1)C1=NOC(=N1)C)=O